N-[(1S)-1-[(1R)-6-(6-cyclopropylpyrazin-2-yl)indan-1-yl]-2-[4-(2,4-dimethylpyrazol-3-yl)anilino]-2-oxo-ethyl]-2-methyl-pyrazole-3-carboxamide C1(CC1)C1=CN=CC(=N1)C1=CC=C2CC[C@H](C2=C1)[C@@H](C(=O)NC1=CC=C(C=C1)C=1N(N=CC1C)C)NC(=O)C=1N(N=CC1)C